(R)-4-ethyl-1-methyl-N-(1-methylcyclopropyl)-5-oxo-1,2,4,5-tetrahydroimidazo[1,2-a]quinazoline-7-sulfonamide C(C)N1C=2N(C3=CC=C(C=C3C1=O)S(=O)(=O)NC1(CC1)C)[C@@H](CN2)C